FC=1C=C(NC2=CC=C(C(=N2)C(=O)NC2C3CCOC3C2(C)C)OC)C=C(C1)F 6-(3,5-difluoroanilino)-N-(7,7-dimethyl-2-oxabicyclo[3.2.0]heptane-6-yl)-3-methoxy-pyridine-2-carboxamide